lanthanum tetraoxide [O-2].[O-2].[O-2].[O-2].[La+3]